C(CCCCCCCCCCCCCCC)(=O)OCCCCCCCCCCCCCCCC hexadecanol hexadecanoate